5-bromo-2,4-dichloro-7H-pyrrolo[2,3-d]pyrimidine BrC1=CNC=2N=C(N=C(C21)Cl)Cl